Racemic-dimethylsilylbis[2-methyl-4-(3,5-di-tert-butylphenyl)-indenyl]hafnium dichloride [Cl-].[Cl-].C[SiH](C)[Hf+2](C1C(=CC2=C(C=CC=C12)C1=CC(=CC(=C1)C(C)(C)C)C(C)(C)C)C)C1C(=CC2=C(C=CC=C12)C1=CC(=CC(=C1)C(C)(C)C)C(C)(C)C)C